N1C=NC2=C1C=C(C=C2)N2C(OC[C@@H]2C2=CC(=C(C(=C2)F)OCCC(F)F)F)=O (S)-3-(1H-benzo[d]imidazol-6-yl)-4-(4-(3,3-difluoropropoxy)-3,5-difluorophenyl)oxazolidin-2-one